ClC=1C(=CN=C2C=C(C(NC12)=O)C)CCl 8-chloro-7-(chloromethyl)-3-methyl-1H-1,5-naphthyridin-2-one